3,3-difluoro-8-azabicyclo-[3.2.1]octane FC1(CC2CCC(C1)N2)F